N6-((4-nitrophenyl)sulfonyl)-D-lysine [N+](=O)([O-])C1=CC=C(C=C1)S(=O)(=O)NCCCC[C@@H](N)C(=O)O